tert-butyl 9-[2-[3-[(5-bromo-2-pyridyl)oxy]cyclobutoxy] ethyl]-1-oxa-4,9-diazaspiro[5.5]undecane-4-carboxylate BrC=1C=CC(=NC1)OC1CC(C1)OCCN1CCC2(CN(CCO2)C(=O)OC(C)(C)C)CC1